2-(1-(2-(4,6-dichloro-2-methyl-1H-indol-3-yl)ethyl)-1H-1,2,3-triazol-4-yl)ethylammonium trifluoroacetate FC(C(=O)[O-])(F)F.ClC1=C2C(=C(NC2=CC(=C1)Cl)C)CCN1N=NC(=C1)CC[NH3+]